FC=1C=C([O-])C=C(C1F)F.[Li+] lithium 3,4,5-trifluorophenoxide